NC1=NC=NN2C1=CC=C2[C@@H]2OC([C@H]([C@]2(O)C)O)=C (2S,3R,4S)-2-(4-aminopyrrolo[2,1-f][1,2,4]triazin-7-yl)-3-methyl-5-methylenetetrahydrofuran-3,4-diol